5-(1-methyl-1H-pyrazol-4-yl)-N-((S)-4-methyl-5-oxo-5,6,7,8-tetrahydro-4H-pyrazolo[1,5-a][1,3]diazepin-6-yl)-5,6,7,8-tetrahydro-[1,2,4]triazolo[1,5-a]pyridine-2-carboxamide CN1N=CC(=C1)C1CCCC=2N1N=C(N2)C(=O)N[C@@H]2C(N(C=1N(CC2)N=CC1)C)=O